nitrogen (acetylglycyl)-3-aminopropyl-trimethoxysilane C(C)(=O)NCC(=O)CO[Si](OC)(OC)CCCN.[N]